BrC1=CC2=C(C(CCO2)=O)C=C1 7-bromo-3,4-dihydro-2H-1-benzopyran-4-one